OC=1C=C(C2=CC=CC=C2C1)C=1C=C2C(=CN=CC2=CC1)C#N 6-(3-hydroxynaphthalen-1-yl)isoquinoline-4-carbonitrile